COC=1C=CC(=NC1)CN[C@@H]1[C@H](CCCC1)OC=1C=C2CN(C(C2=CC1)=O)C1C(NC(CC1)=O)=O 3-(5-(((1S,2S)-2-(((5-methoxypyridin-2-yl)methyl)amino)cyclohexyl)oxy)-1-oxoisoindolin-2-yl)piperidine-2,6-dione